bis(9-ethyl-3-carbazolyl)-biphenyl C(C)N1C2=CC=CC=C2C=2C=C(C=CC12)C1=CC=C(C=C1)C1=CC=C(C=C1)C=1C=CC=2N(C3=CC=CC=C3C2C1)CC